2-chloro-5-fluoropyrimidin-4-yl-4-isopropyl-2-methylquinoline ClC1=NC=C(C(=N1)C=1C(=NC2=CC=CC=C2C1C(C)C)C)F